[2H]C(N1C(N=CC2=CC=CC=C12)=O)([2H])[2H] 1-(trideuteriomethyl)quinazolin-2-one